C(#N)C1=C(C=C(C2=C1CCO2)C2=CC=C(C=C2)C(C)C)NCC(C(=O)N(C)C)=C 2-[[[4-Cyano-7-(4-isopropylphenyl)-2,3-dihydrobenzofuran-5-yl]amino]methyl]-N,N-dimethylprop-2-enamid